FC(C1=CC=CC(=N1)[C@@H]1[C@](C1)(C(=O)NS(=O)(=O)C1=C2C=CC(=NC2=CC=C1)C)C1=C(C=CC(=C1)C)OC)F (1S,2S)-2-(6-(difluoromethyl)pyridin-2-yl)-1-(2-methoxy-5-methylphenyl)-N-((2-methylquinolin-5-yl)sulfonyl)cyclopropanecarboxamide